O=S1(CCCC2=C(C=CC(=C12)C(F)(F)F)C1=C(C(N(N=C1)C)=O)OC)=O 5-(1,1-dioxo-8-(trifluoromethyl)thiochroman-5-yl)-4-methoxy-2-methylpyridazin-3(2H)-one